(6S)-5-(2,2-difluoro-3-hydroxybutanoyl)-N-((S)-3-oxo-1-((S)-2-oxopyrrolidin-3-yl)-4-(trifluoromethoxy)butan-2-yl)-5-azaspiro[2.4]heptane-6-carboxamide FC(C(=O)N1CC2(CC2)C[C@H]1C(=O)N[C@@H](C[C@H]1C(NCC1)=O)C(COC(F)(F)F)=O)(C(C)O)F